O1CCN(CC1)C=1C2=C(N=CN1)NC(=C2)C2=CC=C(C=C2)NC(C2=NC=CC(=C2)CN2C[C@@H](CCC2)NC(C(=C)CN2CCNCC2)=O)=O (R)-N-(4-(4-morpholino-7H-pyrrolo[2,3-d]pyrimidin-6-yl)phenyl)-4-((3-(2-(piperazin-1-ylmethyl)acrylamido)piperidin-1-yl)methyl)picolinamide